(S)-5-cyclopropyl-N-(1-(1-(5-((dimethyl(oxo)-λ6-sulfaneylidene)amino)pyrimidin-2-yl)-1H-1,2,4-triazol-5-yl)ethyl)-1-methyl-1H-pyrazole-3-carboxamide C1(CC1)C1=CC(=NN1C)C(=O)N[C@@H](C)C1=NC=NN1C1=NC=C(C=N1)N=S(=O)(C)C